3-fluoro-N-(2-methylpropan-2-yl)benzenesulfonamide FC=1C=C(C=CC1)S(=O)(=O)NC(C)(C)C